CC(CCCC)CCCC(CCCC(CCCC(CCCCCCCC)C)C)C 5,9,13,17-Tetramethylpentacosane